(3,3-difluoro-1-nitrosopiperidin-4-yl)methanol FC1(CN(CCC1CO)N=O)F